C(C)O[Si](CCCCCCCC[SiH2]C(NCCC[Si](OC)(OC)OC)NCCC[Si](OC)(OC)OC)(OCC)OCC 1-triethoxysilyl-8-bis(trimethoxysilylpropylamino)methylsilyloctane